CN1CC(OC2(COC2)C1)CN (8-methyl-2,5-dioxa-8-azaspiro[3.5]nonan-6-yl)methylamine